ClC=1C(=C2C=NN(C2=CC1C)C1OCCCC1)C=1C(=NN(C1C)C1CC2(CN(C2)C(=O)OCCCC)C1)C1=C(C=C(C=C1)NCCOC)F butyl 6-(4-(5-chloro-6-methyl-1-(tetrahydro-2H-pyran-2-yl)-1H-indazol-4-yl)-3-(2-fluoro-4-((2-methoxyethyl)amino)phenyl)-5-methyl-1H-pyrazol-1-yl)-2-azaspiro[3.3]heptane-2-carboxylate